CC=1N(C(=NN1)SCC(=O)NC1=C(C2=C(S1)CCC2)C(=O)N)C2=CC=CC=C2 2-{2-[(5-methyl-4-phenyl-4H-1,2,4-triazol-3-yl)sulfanyl]acetamido}-4H,5H,6H-cyclopenta[b]thiophene-3-carboxamide